ClC=1C=C2[C@](C(N(C2=CC1)C1=CC=C(C=C1)CN1N=NNC1=O)=O)(C)C=1C=C2CCC(OC2=CC1)(C)C (S)-5-chloro-3-(2,2-dimethylchroman-6-yl)-3-methyl-1-(4-((5-oxo-4,5-dihydro-1H-tetrazol-1-yl)methyl)phenyl)indolin-2-one